N=S(=O)(C1=NC=C(C=C1)C(F)(F)F)C imino(methyl)(5-(trifluoromethyl)pyridin-2-yl)-λ6-sulfanone